FC1=C(CN2[C@@H](CCC2=O)CC(=O)N[C@H](C(SCCC2=CC=CC=C2)=O)C(C)C)C=CC=C1F S-Phenethyl (S)-2-(2-((S)-1-(2,3-difluorobenzyl)-5-oxopyrrolidin-2-yl)acetamido)-3-methylbutanethioate